(S)-1-(5-fluoropyridin-2-yl)-2-methylpiperazine FC=1C=CC(=NC1)N1[C@H](CNCC1)C